(S)-2-((4-(6-((2-(2,2-difluoroethyl)-2H-indazol-6-yl)methoxy)pyridin-2-yl)piperidin-1-yl)methyl)-1-(oxetan-2-ylmethyl)-1H-benzo[d]imidazole-6-carboxylic acid FC(CN1N=C2C=C(C=CC2=C1)COC1=CC=CC(=N1)C1CCN(CC1)CC1=NC2=C(N1C[C@H]1OCC1)C=C(C=C2)C(=O)O)F